1,4-dinitrofluorobenzene [N+](=O)([O-])C1=C(C=C(C=C1)[N+](=O)[O-])F